3-Amino-4,6-dimethyl-N-[(6S)-2-(piperazin-1-yl)-5,6,7,8-tetrahydroquinolin-6-yl]thieno[2,3-b]pyridine-2-carboxamide NC1=C(SC2=NC(=CC(=C21)C)C)C(=O)N[C@@H]2CC=1C=CC(=NC1CC2)N2CCNCC2